C[C@@H]1NCC[C@@H]1C(=O)OC methyl (2s,3s)-2-methylpyrrolidine-3-carboxylate